N-[(1R)-1-(2,5-difluorophenyl)ethyl]-2-[(3R)-3-methyl-[1,4'-bipiperidin]-1'-yl]-1,3-thiazole-5-carboxamide FC1=C(C=C(C=C1)F)[C@@H](C)NC(=O)C1=CN=C(S1)N1CCC(CC1)N1C[C@@H](CCC1)C